C(=O)(O)C1(C(OC(C1)=O)=O)OC(=O)C(C(=O)O)(CC(=O)O)OC(=O)C1(CCCC2(C3CCC(=CC3=CCC12)C(C)C)C)C 2-(((3-carboxy-2,5-dioxotetrahydrofuran-3-yl)oxy)carbonyl)-2-((7-isopropyl-1,4a-dimethyl-1,2,3,4,4a,4b,5,6,10,10a-decahydrophenanthrene-1-carbonyl)oxy)succinic acid